N-[4-(4-bromo-1H-pyrazol-1-yl)-3-sulfamoylphenyl]-2-(2-chloro-4-fluorophenyl)acetamide BrC=1C=NN(C1)C1=C(C=C(C=C1)NC(CC1=C(C=C(C=C1)F)Cl)=O)S(N)(=O)=O